[Si](C)(C)(C(C)(C)C)OCCC(=C)C1=C(C(=NC=C1)C(=C)C)[N+](=O)[O-] 4-(4-((tert-butyldimethylsilyl)oxy)but-1-en-2-yl)-3-nitro-2-(prop-1-en-2-yl)pyridine